O[C@](CN1N=CC(=C1)C#N)(C)[C@H]1CC[C@@H]2[C@@]1(CC[C@@H]1[C@@]3([C@@H](CC[C@@H]21)C[C@](C3)(CCC)O)C)C 1-((R)-2-hydroxy-2-((1S,3aS,3bR,5aS,7S,8aS,8bS,10aS)-7-hydroxy-8a,10a-dimethyl-7-propylhexadecahydrodicyclopenta[a,f]naphthalen-1-yl)propyl)-1H-pyrazole-4-carbonitrile